(2S,3R)-methyl-3-(2-methylphenyl)-2,3-dihydroxypropanoate COC([C@H]([C@H](O)C1=C(C=CC=C1)C)O)=O